4-(2-(4-(2,3-dichlorophenyl)piperazin-1-yl)ethyl)bicyclo[2.2.2]octan-1-amine ClC1=C(C=CC=C1Cl)N1CCN(CC1)CCC12CCC(CC1)(CC2)N